2-(PROPAN-2-YLSULFANYL)ACETALDEHYDE CC(C)SCC=O